C(C)(C)(C)[S@](=O)N[C@@H](C1=CC=2N(N=C1)C=C(N2)[C@H](C2CCC(CC2)(F)F)NC(OC(C)(C)C)=O)C2(CC2)C#N |o1:7| Tert-Butyl ((S)-(7-((S*)-(((S)-tert-butylsulfinyl)amino)(1-cyanocyclopropyl)methyl)imidazo[1,2-b]pyridazin-2-yl)(4,4-difluorocyclohexyl)methyl)carbamate